tert-butyl (7-(2-hydroxypropan-2-yl)quinoline-4-carbonyl)glycinate OC(C)(C)C1=CC=C2C(=CC=NC2=C1)C(=O)NCC(=O)OC(C)(C)C